COCCCCNCCCS(=O)(=O)O 3-[(4-methoxybutyl)amino]propanesulfonic acid